C(C1=CC=CC=C1)N(CC1=CC=CC=C1)C[C@H]1[C@@H](CC1)O |r| (1R,2S)- and (1S,2R)-2-((dibenzylamino)methyl)cyclobutan-1-ol